1-aminoethan-1-iminium NC(C)=[NH2+]